OCC([C@@H](C[C@@H]1C(NCC1)=O)NC(=O)[C@H]1N(C2CCC1CC2)C(=O)C2(C1=CC=CC=C1C=1C=CC=CC21)O)=O (S)-N-((R)-4-hydroxy-3-oxo-1-((R)-2-oxopyrrolidin-3-yl)butan-2-yl)-2-(9-hydroxy-9H-fluorene-9-carbonyl)-2-azabicyclo[2.2.2]octane-3-carboxamide